FC1(CN(CC[C@H]1NC1=NN2C(C(=N1)OC)=C(C=C2)C2=CC=1N(C=C2)N=CC1C(=O)NC)C1COC1)F (R)-5-(2-((3,3-Difluoro-1-(oxetan-3-yl)piperidin-4-yl)amino)-4-methoxypyrrolo[2,1-f][1,2,4]triazin-5-yl)-N-methylpyrazolo[1,5-a]pyridine-3-carboxamide